dimethylmethoxy(aminopropyl)silane C[Si](CCCN)(OC)C